FC=1C=C2C=NC(=NC2=CC1C1=C(C2=C(OCCN2)N=C1)C)N 6-fluoro-7-(8-methyl-2,3-dihydro-1H-pyrido[2,3-b][1,4]oxazin-7-yl)quinazolin-2-amine